(S)-1-(3-((6-((5-(2-phenyl-2H-tetrazol-5-yl)thiazol-2-yl)amino)pyrazin-2-yl)amino)piperidin-1-yl)prop-2-en-1-one C1(=CC=CC=C1)N1N=C(N=N1)C1=CN=C(S1)NC1=CN=CC(=N1)N[C@@H]1CN(CCC1)C(C=C)=O